(3aS,6aR)-1,3-Dibenzyl-tetrahydro-4H-thieno[3,4-d]imidazol-2,4(1H)-dion C(C1=CC=CC=C1)N1C(N([C@H]2[C@@H]1CSC2=O)CC2=CC=CC=C2)=O